C(C)(=O)N(C(C1=C(C=CC(=C1)C=1C=NN(C1)C=1N(N=C(C1OC(F)F)C(C(F)(F)F)(F)F)C)C(F)(F)F)=O)C1(CC1)C#N N-Acetyl-N-(1-cyanocyclopropyl)-5-[1-[4-(difluoromethoxy)-2-methyl-5-(1,1,2,2,2-pentafluoroethyl)pyrazol-3-yl]pyrazol-4-yl]-2-(trifluoromethyl)benzamid